2-(2-amino-[1,2,4]triazolo[1,5-a]pyridin-7-yl)-N-(3-phenylbutyl)isonicotinamide NC1=NN2C(C=C(C=C2)C=2C=C(C(=O)NCCC(C)C3=CC=CC=C3)C=CN2)=N1